FC1=CC=C(C=C1)C=1N=C(C2=C(N1)C=C(S2)CN(C2=NC=C(C=N2)C(=O)OCC)C)N2CCOCC2 Ethyl 2-(((2-(4-fluorophenyl)-4-morpholinothieno[3,2-d]pyrimidin-6-yl)methyl)(methyl)amino)pyrimidine-5-carboxylate